3-allyloxy-1-hydroxyl-1-propanesulfonic acid sodium salt [Na+].C(C=C)OCCC(S(=O)(=O)[O-])O